5-ethyl-4-iodo-1-methyl-pyrazole-3-carbaldehyde C(C)C1=C(C(=NN1C)C=O)I